C(C(O)CO)OC(CCCCCCCCCCCCCCCCC)=O.C(CCCCCCCCCCCCCCCCC)(=O)OCC(O)CO glyceryl stearate GLYCERYL-STEaRATE